[(2R,3S,5R)-5-(4-chloro-5-cyclopentyl-7H-pyrrolo[2,3-d]pyrimidin-7-yl)-3-(4-methylbenzoyloxy)oxolan-2-yl]methyl 4-methylbenzoate CC1=CC=C(C(=O)OC[C@H]2O[C@H](C[C@@H]2OC(C2=CC=C(C=C2)C)=O)N2C=C(C3=C2N=CN=C3Cl)C3CCCC3)C=C1